N-Methyl-N-(hydroxypropyl)-p-toluidin CN(C1=CC=C(C=C1)C)CCCO